5-carboxynaphthol C(=O)(O)C1=C2C=CC=C(C2=CC=C1)O